CC[C@H](C)[C@@H](C(=O)NCC(=O)O)N The molecule is a dipeptide formed from L-isoleucine and glycine residues. It has a role as a metabolite. It is a tautomer of an Ile-Gly zwitterion.